C(CCC)[N+](CCCCCCC)(CC)CC butyl-diethyl-heptylazanium